C(C)S(=O)(=O)C=1C(=NC(=NC1)C1=NC=CC=N1)C1=NN=C(N1C)C(C(C(C(F)(F)F)(F)F)(F)F)(F)F 5-(ethylsulfonyl)-4-(4-methyl-5-(nonafluorobutyl)-4H-1,2,4-triazol-3-yl)-2,2'-bipyrimidine